NC=1N=C2C=C(C=NC2=C(C1)C)CNC(=O)C1=NC=NC(=C1)O N-[(6-amino-8-methyl-1,5-naphthyridin-3-yl)methyl]-6-hydroxy-pyrimidine-4-carboxamide